O=C1N(C(C=2NC=NC2N1C)=O)C 2,6-dioxo-1,3-dimethylpurine